C(C)N1N=C(C(=C1)C1=NC(=CC=C1C(C)=O)N1C=NC2=C1C=CC(=C2)NC=2N=NC(=CC2)C)C 1-[2-(1-ethyl-3-methyl-pyrazol-4-yl)-6-[5-[(6-methylpyridazin-3-yl)amino]benzimidazol-1-yl]-3-pyridinyl]ethanone